2-(6-acetyl-1-(cyclopropylmethyl)-1H-pyrrolo[2,3-b]pyridin-2-yl)-6-methyl-1,3,6,2-dioxazaborocane-4,8-dione C(C)(=O)C1=CC=C2C(=N1)N(C(=C2)B2OC(CN(CC(O2)=O)C)=O)CC2CC2